7-{3-[(1,3-dimethoxypropane-2-yl)carbamoyl]azetidin-1-yl}-5-methyl-4-oxo-1-(1,3-thiazol-2-yl)-1,4-dihydro-1,8-naphthyridine-3-carboxylic acid COCC(COC)NC(=O)C1CN(C1)C1=CC(=C2C(C(=CN(C2=N1)C=1SC=CN1)C(=O)O)=O)C